FC=1C=CC2=C(C(=C(O2)[C@H](C(C)C)NC(N)=O)C)C1 3-[(1S)-1-(5-fluoro-3-methyl-1-benzofuran-2-yl)-2-methylpropyl]Urea